tert-butyl 4-(6-cyclopropyl-2-(hydroxymethyl)imidazo[1,2-a]pyridin-8-yl)piperazine-1-carboxylate C1(CC1)C=1C=C(C=2N(C1)C=C(N2)CO)N2CCN(CC2)C(=O)OC(C)(C)C